2-methylnaphtho[1,2-b]furan-3-carboxylic acid isopropyl ester C(C)(C)OC(=O)C=1C2=C(OC1C)C1=CC=CC=C1C=C2